methyl 2-[8-(1-fluoroethyl)-2-[2-[[(E)-3-[2-fluoro-4-(trifluoromethyl)phenyl]prop-2-enoyl]amino]acetyl]-3,4-dihydro-1H-isoquinolin-6-yl]acetate FC(C)C=1C=C(C=C2CCN(CC12)C(CNC(\C=C\C1=C(C=C(C=C1)C(F)(F)F)F)=O)=O)CC(=O)OC